(2-methyl-4-(3-(1-methyl-1H-pyrazol-4-yl)phenyl)quinolin-6-yl)(morpholino)methanone CC1=NC2=CC=C(C=C2C(=C1)C1=CC(=CC=C1)C=1C=NN(C1)C)C(=O)N1CCOCC1